3-(4-methyl-1-piperazinylcarbonyl)benzeneboronic acid pinacol ester CN1CCN(CC1)C(=O)C=1C=C(C=CC1)B1OC(C)(C)C(C)(C)O1